(4-methyl-3-(4-(3-pyridyl)pyrimidin-2-ylamino)phenyl)semicarbazide CC1=C(C=C(C=C1)NNC(=O)N)NC1=NC=CC(=N1)C=1C=NC=CC1